N[C@@H]([C@@H](C(=O)N[C@H](C(=O)O)C=1C=NC=CC1)O)CC1=CC=CC=C1 (2S)-2-[[(2S,3R)-3-amino-2-hydroxy-4-phenyl-butanoyl]amino]-2-(3-pyridyl)acetic acid